2,5-bis(trinitromethyl)-1,3,4-oxadiazole [N+](=O)([O-])C(C=1OC(=NN1)C([N+](=O)[O-])([N+](=O)[O-])[N+](=O)[O-])([N+](=O)[O-])[N+](=O)[O-]